3-[2-(4-chloro-3-fluorophenoxy)acetamido]-N-[(2-methoxypyrimidin-5-yl)methyl]bicyclo[1.1.1]pentane-1-carboxamide ClC1=C(C=C(OCC(=O)NC23CC(C2)(C3)C(=O)NCC=3C=NC(=NC3)OC)C=C1)F